BrC=1C2=CN(N=C2C(=CC1)OC1COC1)C 4-bromo-2-methyl-7-(oxetan-3-yloxy)-2H-indazole